[Cl-].[Cl-].C[Zr](C1C=CC2=CC=3CCCC3C=C12)(C1C=C(C=C1)CCC)([SiH3])([SiH3])(C)(C)C Tetramethyldisilyl-(3-propyl-cyclopentadienyl)(1,5,6,7-tetrahydro-s-indacenyl)zirconium dichloride